N-propyl-N-[(3S)-pyrrolidin-3-yl]-2-{1-[4-(trifluoromethyl)phenyl]-1H-pyrazol-4-yl}-1,3-thiazole-4-carboxamide C(CC)N(C(=O)C=1N=C(SC1)C=1C=NN(C1)C1=CC=C(C=C1)C(F)(F)F)[C@@H]1CNCC1